C=1N=CN2C1C1=CC=CC=C1[C@H]2[C@H]2[C@@H](C1(C2)CCOCC1)O (1S,2S)-2-((R)-5H-imidazo[5,1-a]isoindol-5-yl)-7-oxaspiro[3.5]nonan-1-ol